N[C@H](C#N)C[C@H]1C(NC2(CC2)C1)=O (2S)-2-amino-3-[(6R)-5-oxo-4-azaspiro[2.4]heptan-6-yl]propanenitrile